C1(C=CC=C1)[Si](OC)(OC)N(CC)CC cyclopentadienyl-diethylaminodimethoxysilane